ClC1=C(C=CC=C1)C1=NOC(=C1C(=O)OC)C=1C=NN(C1C)C[C@H](C)O methyl 3-(2-chlorophenyl)-5-{1-[(2S)-2-hydroxypropyl]-5-methyl-1H-pyrazol-4-yl}-1,2-oxazole-4-carboxylate